4-(1-{2-Amino-1-[p-(trifluoromethyl)phenyl]ethyl}-3-(trifluoromethyl)-1H-pyrazol-4-yl)-3-(p-chlorophenyl)-2-pyridinamine NCC(C1=CC=C(C=C1)C(F)(F)F)N1N=C(C(=C1)C1=C(C(=NC=C1)N)C1=CC=C(C=C1)Cl)C(F)(F)F